C(C)(C)(C)OC(=O)NCC=1C=C(C2=C(N(C(=N2)C)C(=O)OC(C)(C)C)C1)C(=O)OCC 1-(tert-butyl) 4-ethyl 6-(((tert-butoxycarbonyl)amino)methyl)-2-methyl-1H-benzo[d]imidazole-1,4-dicarboxylate